(±)-cis-(3-fluoro-4-piperidyl) N-[8-amino-7-fluoro-6-(8-methyl-2,3-dihydro-1H-pyrido[2,3-b][1,4]oxazin-7-yl)-3-isoquinolyl]carbamate NC=1C(=C(C=C2C=C(N=CC12)NC(O[C@@H]1[C@@H](CNCC1)F)=O)C1=C(C2=C(OCCN2)N=C1)C)F |r|